C1(CC1)C=1C(=NON1)C(=O)N[C@H](C=1N=C2N(N=CC(=C2)C[C@]23CCC[C@H](NC2=O)C3)C1)C1CCC(CC1)(F)F |o1:21,25| 4-Cyclopropyl-N-[(S)-(4,4-difluorocyclohexyl)-[7-[[(1S*,5S*)-7-oxo-6-azabicyclo[3.2.1]octan-1-yl]methyl]imidazo[1,2-b]pyridazin-2-yl]methyl]-1,2,5-oxadiazole-3-carboxamide